CN1N=C2N(C3=CC=CC(=C3N(C2)C)NC2=CC(=NC=C2C(=O)NC([2H])([2H])[2H])NC2=NC(=NC(=C2)C)C)C1=O 4-((2,5-dimethyl-1-oxo-1,2,4,5-tetrahydro-[1,2,4]triazolo[4,3-a]quinoxalin-6-yl)amino)-6-((2,6-dimethylpyrimidin-4-yl)amino)-N-(methyl-d3)nicotinamide